NCC=1C=NN(C1)CC1=CC2=C(C(=NO2)NS(=O)(=O)C2=CC=C(C(=O)OC)C=C2)C(=C1)OC methyl 4-(N-(6-((4-(aminomethyl)-1H-pyrazol-1-yl) methyl)-4-methoxybenzo[d]isoxazol-3-yl)sulfamoyl)benzoate